FC1=CC=C(C=C1)NS(=O)(=O)C1=CC=C(C(=O)NC2=CC=C(C=C2)OC)C=C1 4-(N-(4-fluorophenyl)sulfamoyl)-N-(4-methoxyphenyl)benzamide